2-Hydroxycinnamic acid OC1=C(C=CC(=O)O)C=CC=C1